1,5-anhydro-2-(4-chloro-6-(4-methoxybenzyl)-5-methyl-1-oxo-1,3-dihydro-2H-isoindol-2-yl)-2,4-dideoxy-L-threo-pentitol ClC1=C2CN(C(C2=CC(=C1C)CC1=CC=C(C=C1)OC)=O)[C@H]1COCC[C@@H]1O